methallylammonium chloride salt [Cl-].C(C(C)=C)[NH3+]